CC(C(C=CC)=O)CC 5-methylhept-2-en-4-one